5-(5-fluoropyridin-2-yl)oxazol FC=1C=CC(=NC1)C1=CN=CO1